C(C)(C)(C)OC(=O)N1[C@H](C2=CC=CC(=C2CC1)C(C(F)F)(C)O)C (1S)-5-(2,2-difluoro-1-hydroxy-1-methyl-ethyl)-1-methyl-3,4-dihydro-1H-isoquinoline-2-carboxylic acid tert-butyl ester